N-(2-(4-(5-cyanopyridin-3-yl)phenyl)-1-fluoropropan-2-yl)-2-methylpropane-2-sulfinamide C(#N)C=1C=C(C=NC1)C1=CC=C(C=C1)C(CF)(C)NS(=O)C(C)(C)C